1-(2-Chlorophenyl)-1,2,3,4-tetrahydroquinoxaline ClC1=C(C=CC=C1)N1CCNC2=CC=CC=C12